BrC1=NC(=CC(=C1OCOC)C1=CC(=C(C=C1)N1C(CCC1)=O)Cl)C (4-(2-bromo-3-(methoxymethoxy)-6-methylpyridin-4-yl)-2-chlorophenyl)pyrrolidin-2-one